C(CCCCCCC)(=O)NC(C1=CC=CC=C1)C(=O)O N-octanoyl-Phenylglycine